3,5-difluorochlorobenzene C1=C(C=C(C=C1F)Cl)F